C1(CC1)C(=O)C=1N=C2N(N1)[C@H](C[C@@]2([2H])Cl)C2=CC=CC=C2 cyclopropyl-[(5R,7R)-7-chloro-7-deutero-5-phenyl-5,6-dihydropyrrolo[1,2-b][1,2,4]triazol-2-yl]methanone